CN(C=1C=CC(=C(C1)N1/C(/SCC1=O)=N/C(=O)NC1=C(C=C(C=C1)C1=NN(C=N1)C1=CC(=CC=C1)C(F)(F)F)F)C(C)C)C (Z)-1-(3-(5-(dimethylamino)-2-isopropylphenyl)-4-oxothiazolidin-2-ylidene)-3-(2-fluoro-4-(1-(3-(trifluoromethyl)phenyl)-1H-1,2,4-triazol-3-yl)phenyl)urea